N-(9-fluorenylmethoxycarbonyl)-D-lysine hydrochloride Cl.C1=CC=CC=2C3=CC=CC=C3C(C12)COC(=O)N[C@H](CCCCN)C(=O)O